C(C)(C)(C)OC(=O)N1CC2=CC(=CC=C2CC1)NC(C1=CC(=C(C=C1)Br)F)=O 7-(4-bromo-3-fluoro-benzoylamino)-3,4-dihydro-1H-isoquinoline-2-carboxylic acid tert-butyl ester